1-butyl-para-menthane-3,9-diol C(CCC)C1(CC(C(CC1)C(CO)C)O)C